C(C)OC(CC1(CC1)NC(C1=C(C=C(C(=C1)N1C(N(C(N(C1=O)C)=S)C)=O)F)Cl)=O)=O 2-[1-[[2-Chloro-5-(3,5-dimethyl-2,6-dioxo-4-thioxo-1,3,5-triazin-1-yl)-4-fluoro-benzoyl]amino]cyclopropyl]acetic acid ethyl ester